tert-butyl 3-{[(1S)-1-cyano-2-[2-fluoro-4-(3-methyl-2-oxo-1,3-benzoxazol-5-yl)phenyl]ethyl]carbamoyl}azocane-1-carboxylate C(#N)[C@H](CC1=C(C=C(C=C1)C=1C=CC2=C(N(C(O2)=O)C)C1)F)NC(=O)C1CN(CCCCC1)C(=O)OC(C)(C)C